(3-(5-chloro-6-(trifluoromethyl)isoindolin-2-yl)-3-oxopropyl)-5-(pyrimidin-2-yl)imidazolidine-2,4-dione ClC=1C=C2CN(CC2=CC1C(F)(F)F)C(CCN1C(NC(C1C1=NC=CC=N1)=O)=O)=O